2,3-difluoro-6-nitrophenol FC1=C(C(=CC=C1F)[N+](=O)[O-])O